2-(ethylsulfinyl)propane C(C)S(=O)C(C)C